tantalum-iridium oxide [Ir]=O.[Ta]